C(C=C)(=O)N1CCC(CC1)OC1(CCOCC1)C1=CC=C(C=C1)[C@H](C)NC=1N=CC2=C(N1)N(C(C=C2)=O)C(C)C 2-{[(1S)-1-(4-{4-[(1-acryloylpiperidin-4-yl)oxy]tetrahydro-2H-pyran-4-yl}phenyl)ethyl]amino}-8-(propan-2-yl)pyrido[2,3-d]pyrimidin-7(8H)on